(S)-3-(2-hydroxyphenyl)-5,6,7,8-tetrahydrobenzo[4,5]thieno[2,3-c]pyridazine-6-carboxylic acid OC1=C(C=CC=C1)C1=CC2=C(N=N1)SC1=C2C[C@H](CC1)C(=O)O